O[C@@]1(CCN(CC12CCCC2)C([C@@H](CC(F)(F)F)C)=O)CN2C=C(C(=CC2=O)C2=CC=CC=C2)C(=O)N(C)C 1-(((R)-10-hydroxy-7-((R)-4,4,4-trifluoro-2-methylbutyryl)-7-azaspiro[4.5]decan-10-yl)methyl)-N,N-dimethyl-6-oxo-4-phenyl-1,6-dihydropyridine-3-carboxamide